CC1=CC=C(C=C1)S(=O)(=O)OCCCC(C1=CC=CC=C1)(F)F 4,4-Difluoro-4-Phenylbutyl 4-Methylbenzene-1-Sulfonate